C(N)(=O)C1=CC=C(C=C1)C=1C=NN2C1C=C(C=C2)C(=O)N(C)C=2C=CC(=C(C(=O)OCC(F)(F)F)C2)Cl 2,2,2-Trifluoroethyl 5-(3-(4-carbamoylphenyl)-N-methylpyrazolo[1,5-a]pyridine-5-carboxamido)-2-chlorobenzoate